2-cyclopropyl-2-(3-methylsulfanyl-2-nitro-anilino)acetic acid C1(CC1)C(C(=O)O)NC1=C(C(=CC=C1)SC)[N+](=O)[O-]